C(C=C)(=O)[Au].[Al].[Au].[Ti] titanium-gold-aluminum alloyl-gold